3-(4-((4-chlorophenyl)sulfonyl)-4-(2,5-difluorophenyl)cyclohexyl)propanoic acid ClC1=CC=C(C=C1)S(=O)(=O)C1(CCC(CC1)CCC(=O)O)C1=C(C=CC(=C1)F)F